1-iodo-3,3,3-trifluoropropane ICCC(F)(F)F